C[Si](C)(C)C#CC=1C=C2C(C(NC2=CC1)=O)=O 5-trimethylsilylethynyl-indoline-2,3-dione